Amino-Methacrylic Acid NC=C(C(=O)O)C